BrC=1C=C2C=NN(C2=CC1)C[C@@H](C)O (R)-1-(5-bromo-1H-indazol-1-yl)propan-2-ol